N(=C=O)CCCCCCCCCC1C=CC(C(C1C=CCCCCC)C=CCCCCC)CCCCCCCCCN=C=O 3,6-bis-(9-isocyanatononyl)-4,5-di-(1-heptenyl)-cyclohexene